5-(((S)-1-(4-(4-methylthiazol-5-yl)phenyl)ethyl)carbamoyl)pyrrolidine CC=1N=CSC1C1=CC=C(C=C1)[C@H](C)NC(=O)C1CCCN1